Cl.C(C)C=1C(NC2=CC3=C(C=C2N1)OCC[C@H]1N(C3)CCNC1)=O (R)-10-ethyl-2,3,4,4a,5,6-hexahydro-1H,12H-pyrazino[1',2':5,6][1,5]oxazocino[2,3-g]quinoxalin-11(14H)-one hydrochloride